C(#N)[C@H]1C[C@H](CCC1)N1C=C(C2=C1N=CN=C2N2[C@H](CN(CC2)C(=O)OC(C)(C)C)C)N2C(CCC2)=O tert-butyl (S)-4-(7-(cis-3-cyanocyclohexyl)-5-(2-oxopyrrolidin-1-yl)-7H-pyrrolo[2,3-d]pyrimidin-4-yl)-3-methylpiperazine-1-carboxylate